1-ethyl-5-(1'-isopropyl-6'-oxo-1',6'-dihydro-[3,3'-bipyridin]-5-yl)indolin-2-one C(C)N1C(CC2=CC(=CC=C12)C=1C=C(C=NC1)C1=CN(C(C=C1)=O)C(C)C)=O